Tert-Butyl N-[3-[3-(3-amino-2-fluoro-1,1-dimethyl-propoxy)propoxy]propyl]carbamate NCC(C(OCCCOCCCNC(OC(C)(C)C)=O)(C)C)F